FC1=CC=C(C=C1)C1=CC(N(C=C1C=1C=NN(C1)C1=C(C=CC=C1)C1=NN=NN1)C)=O 4-(4-Fluoro-phenyl)-1-methyl-5-{1-[2-(1H-tetrazol-5-yl)-phenyl]-1H-pyrazol-4-yl}-1H-pyridin-2-one